CSC=1SC=C2C1C=CC=C2 3-(methylsulfanyl)-2-benzothiophen